CC(=C(C)C)C tetramethyl-ethylen